C(#N)C=1C=CC=C2NC[C@@H](NC12)[C@@H](C1=CC=CC=C1)NC[C@H](C)C=1C=C(C=CC1F)CC(=O)O |o1:21| 2-(3-((R or S)-1-(((R)-((R)-8-cyano-1,2,3,4-tetrahydroquinoxalin-2-yl)(phenyl)methyl)amino)propan-2-yl)-4-fluorophenyl)acetic acid